5-(piperidine-1-carbonyl)furan-2-sulfonic acid N1(CCCCC1)C(=O)C1=CC=C(O1)S(=O)(=O)O